(2S,4R)-4-fluoro-N-[(S)-[3-fluoro-4-(propan-2-yl)phenyl](phenyl)methyl]-1-[2-(1-methyl-1H-1,2,3-triazol-5-yl)acetyl]pyrrolidine-2-carboxamide F[C@@H]1C[C@H](N(C1)C(CC1=CN=NN1C)=O)C(=O)N[C@@H](C1=CC=CC=C1)C1=CC(=C(C=C1)C(C)C)F